2-(2,6-dioxopiperidin-3-yl)-1-oxoisoindoline-5-Formamide O=C1NC(CCC1N1C(C2=CC=C(C=C2C1)C(=O)N)=O)=O